2-fluoro-4-(6-(3-fluoro-4-methoxyphenyl)-1-methyl-2-(4-methylpiperazin-1-yl)-1H-imidazo[4,5-b]pyrazin-5-yl)benzonitrile FC1=C(C#N)C=CC(=C1)C=1N=C2C(=NC1C1=CC(=C(C=C1)OC)F)N(C(=N2)N2CCN(CC2)C)C